C(C)NS(=O)(=O)C=1C=C2C=C(NC2=C(C1)[N+](=O)[O-])C1=CC=CC=C1 N-ethyl-7-nitro-2-phenyl-1H-indole-5-sulfonamide